(2-oxaspiro[3.3]heptane-6-yl)methanesulfonic acid methyl ester COS(=O)(=O)CC1CC2(COC2)C1